C(C)S(=O)(=O)C1=NN2C(N=CC=C2C2=CC(=CC=C2)F)=C1C1=NC=2C(=NC=C(C2)C(F)(F)F)N1C 2-(2-(ethylsulfonyl)-7-(3-fluorophenyl)pyrazolo[1,5-a]pyrimidin-3-yl)-3-methyl-6-(trifluoromethyl)-3H-imidazo[4,5-b]pyridine